6-({[5-(4-methoxyphenyl)-1,3-oxazol-2-yl]methyl}sulfanyl)-1,3,5-triazine COC1=CC=C(C=C1)C1=CN=C(O1)CSC1=NC=NC=N1